(S)-2-Fluoro-N-(2-isopropyl-4-oxo-4H-quinazolin-3-yl)-2-phenyl-propionamide F[C@@](C(=O)NN1C(=NC2=CC=CC=C2C1=O)C(C)C)(C)C1=CC=CC=C1